C(C)(C)N1N=C(N=C1[C@@H]1C[C@@H](CC1)N1C[C@H](OCC1)C)C=1C=NC(=NC1)C(F)(F)F (R)-4-((1R,3S)-3-(1-isopropyl-3-(2-(trifluoromethyl)pyrimidin-5-yl)-1H-1,2,4-triazol-5-yl)cyclopentyl)-2-methylmorpholine